(R)-6-(((1-(1-(tert-butyl)piperidin-4-yl)-1H-1,2,3-triazol-4-yl)(oxazol-5-yl)methyl)amino)-8-chloro-4-((3-chloro-4-fluorophenyl)amino)quinoline-3-carbonitrile C(C)(C)(C)N1CCC(CC1)N1N=NC(=C1)[C@H](C1=CN=CO1)NC=1C=C2C(=C(C=NC2=C(C1)Cl)C#N)NC1=CC(=C(C=C1)F)Cl